C(C)(C)(C)C1=CC(=NC(=C1)Cl)N1C(OC[C@H]1C(=O)N(C)C1=CC(=C(C=C1)F)Cl)=O (4S)-3-(4-tert-butyl-6-chloro-2-pyridinyl)-N-(3-chloro-4-fluoro-phenyl)-N-methyl-2-oxo-oxazolidine-4-carboxamide